5-({2-[4-{5-chloro-2-[4-(difluoromethyl)-1H-imidazol-1-yl]phenyl}-5-methoxy-2-oxopyridin-1(2H)-yl]-4-methoxybutyryl}amino)-N-methylpyridin-2-carboxamide ClC=1C=CC(=C(C1)C1=CC(N(C=C1OC)C(C(=O)NC=1C=CC(=NC1)C(=O)NC)CCOC)=O)N1C=NC(=C1)C(F)F